C(C1=CC=CC=C1)N1C[C@@H]2CC[C@H](C1)C2C#N (1R,5s,8s)-3-benzyl-3-azabicyclo[3.2.1]octane-8-carbonitrile